(±)-ethyl 2-bromo-2-cyclopropylacetate Br[C@@H](C(=O)OCC)C1CC1 |r|